2-Benzyloxy-6-(1,3-dioxolan-2-yl)-2-(trifluoromethyl)hexanoic Acid C(C1=CC=CC=C1)OC(C(=O)O)(CCCCC1OCCO1)C(F)(F)F